C(CCCCCCCCC)OC(=O)OC1=CC=C(C2=CC=CC=C12)OC(=O)OCCCCCCCCCC 1,4-bis(n-decyloxycarbonyloxy)naphthalene